(3-{[2-(4-chlorophenyl)imidazo[1,2-a]pyridin-3-yl]methyl}-3,6-diazabicyclo[3.1.1]hept-6-yl)-(cyclohexyl)methanone ClC1=CC=C(C=C1)C=1N=C2N(C=CC=C2)C1CN1CC2N(C(C1)C2)C(=O)C2CCCCC2